C(C=C)C1C2=C(C(NC1)=O)C(=C(N2)C2=C(C=NC=C2)OCC2CN(CCC2)CCCCC=C)NC2=C(C(=CC=C2)F)OC 7-allyl-3-[(3-fluoro-2-methoxyphenyl)amino]-2-{3-[(1-hex-5-enylpiperidin-3-yl)methoxy]pyridin-4-yl}-1,5,6,7-tetrahydro-4H-pyrrolo[3,2-c]pyridin-4-one